O[C@@H]1[C@H](CO[C@@H]([C@@H]1O)CO)NC(C(F)(F)F)=O N-((3S,4R,5R,6R)-4,5-dihydroxy-6-(hydroxymethyl)tetrahydro-2H-pyran-3-yl)-2,2,2-trifluoroacetamide